(3R,5R)-1-{[(1-benzoylazetidin-3-yl)methyl]-2-[1-(cyclopropylmethyl)-1H-pyrrolo[2,3-b]pyridin-2-yl]-7-methoxy-1H-1,3-benzodiazole-5-carbonyl}-5-fluoropiperidin-3-amine C(C1=CC=CC=C1)(=O)N1CC(C1)CN1C(=NC2=C1C(=CC(=C2)C(=O)N2C[C@@H](C[C@H](C2)F)N)OC)C2=CC=1C(=NC=CC1)N2CC2CC2